C1C(CC12CCC2)NC(=O)N2C(C1=CC=CC(=C1CC2)OCC(F)(F)F)COC 1-Methoxymethyl-5-(2,2,2-trifluoro-ethoxy)-3,4-dihydro-1H-isoquinoline-2-carboxylic acid spiro[3.3]hept-2-ylamide